FC1CCN(CC1)C=1C=C(C(=O)NN)C=C(N1)C 2-(4-fluoropiperidin-1-yl)-6-methylisonicotinohydrazide